(R)-2-amino-3-(3-(5-ethyl-1H-pyrazol-1-yl)-5-fluorobenzamido)propanoic acid N[C@@H](C(=O)O)CNC(C1=CC(=CC(=C1)F)N1N=CC=C1CC)=O